4-(2-(1-(trans-3-(aminomethyl)cyclobutyl)-3-cyclopropyl-1H-pyrazol-4-yl)-5-fluoropyridin-3-yl)piperazine-1-carboxylic acid tert-butyl ester C(C)(C)(C)OC(=O)N1CCN(CC1)C=1C(=NC=C(C1)F)C=1C(=NN(C1)[C@@H]1C[C@H](C1)CN)C1CC1